3-bromo-N,N-dimethylpyridin-2-amine CN(C)C1=C(C=CC=N1)Br